FC1=C(N=CC2=C1N=C(N=C2)OCC21CCCN1CCC2)C2=C1C=NNC1=CC=C2OC(F)(F)F 8-fluoro-2-((hexahydro-1H-pyrrolizin-7a-yl)methoxy)-7-(5-(trifluoromethoxy)-1H-indazol-4-yl)pyrido[4,3-d]pyrimidine